Hexa(octan-2-yl) cis,cis-6,6',6'',6''',6'''',6'''''-((((1,3,5-tris(hydroxymethyl)cyclohexane-1,3,5-tricarbonyl)tris(azanediyl))tris(hexane-6,1-diyl))tris(azanetriyl))hexahexanoate OCC1(CC(CC(C1)(C(=O)NCCCCCCN(CCCCCC(=O)OC(C)CCCCCC)CCCCCC(=O)OC(C)CCCCCC)CO)(C(=O)NCCCCCCN(CCCCCC(=O)OC(C)CCCCCC)CCCCCC(=O)OC(C)CCCCCC)CO)C(=O)NCCCCCCN(CCCCCC(=O)OC(C)CCCCCC)CCCCCC(=O)OC(C)CCCCCC